4-ethylbenzimidazole C(C)C1=CC=CC=2N=CNC21